C(C)(C)(C)OC(=O)N[C@H]1CNCCC1 (R)-3-t-butoxycarbonylaminopiperidine